Methanesulfonic acid (2-fluoropyridin-4-yl)methyl ester FC1=NC=CC(=C1)COS(=O)(=O)C